3-methoxyprop-1-ene COCC=C